1-aminobenzo[4,5]imidazo[1,2-a]pyrazine-3-carboxamide NC=1C=2N(C=C(N1)C(=O)N)C1=C(N2)C=CC=C1